6-Bromo-8-chloroimidazo[1,2-a]pyrazine BrC=1N=C(C=2N(C1)C=CN2)Cl